ClC=1N=CC2=C(N1)N(C=C2)CC2=CC=C(C=C2)C=2N(C=C(N2)C(F)(F)F)C2COC2 2-[4-([2-chloro-7H-pyrrolo[2,3-d]pyrimidin-7-yl]methyl)phenyl]-1-(oxetan-3-yl)-4-(trifluoromethyl)-1H-imidazole